Dimethyl-dimethyl-formamide CC(N(C=O)C)C